4-amino-7-cyclopropyl-1-methyl-1H-pyrazolo[4,3-c]quinoline-8-carboxylic acid NC1=NC=2C=C(C(=CC2C2=C1C=NN2C)C(=O)O)C2CC2